3-(5,7-Difluoro-6-(4-methoxybut-1-yn-1-yl)-4-oxo-1,4-dihydroquinolin-2-yl)-4-(methylsulfonyl)benzonitrile FC1=C2C(C=C(NC2=CC(=C1C#CCCOC)F)C=1C=C(C#N)C=CC1S(=O)(=O)C)=O